C[C@H](CCCC(C)C=O)[C@H]1CC[C@@H]2[C@@]1(CC[C@H]3[C@H]2CC=C4[C@@]3(CC[C@@H](C4)O)C)C The molecule is a 26-oxo steroid resulting from the oxidation of one of the terminal methyl groups of cholesterol to the corresponding aldehyde. It has a role as a bacterial metabolite. It is a cholestanoid, a 26-oxo steroid, a 3beta-sterol, an oxysterol, a steroid aldehyde and a 3beta-hydroxy-Delta(5)-steroid. It derives from a cholesterol.